7-Hydroxy-4-methyl-2(1H)-quinolone OC1=CC=C2C(=CC(NC2=C1)=O)C